3-fluoro-4-(4-(pyridin-4-yl)phenoxy)aniline FC=1C=C(N)C=CC1OC1=CC=C(C=C1)C1=CC=NC=C1